ethyl (E)-3-(4-(sec-butoxy)-2-methylphenyl)-2-methylacrylate C(C)(CC)OC1=CC(=C(C=C1)/C=C(/C(=O)OCC)\C)C